1-(5-(2,2-difluoroethoxy)pyridazin-3-yl)-3,3-dimethyl-N-(4-methyl-1,1-dioxidotetrahydro-2H-thiopyran-4-yl)-2-oxoindoline-5-carboxamide FC(COC=1C=C(N=NC1)N1C(C(C2=CC(=CC=C12)C(=O)NC1(CCS(CC1)(=O)=O)C)(C)C)=O)F